C(C)N(C(=O)N[C@H](C(F)(F)F)CCC(F)(F)F)[C@H](C(F)(F)F)C1=NC=C(C(=C1)C=1N=C(C=2N(C1)C=CN2)CC)OC 1-ethyl-1-((S)-1-(4-(8-ethylimidazo[1,2-a]pyrazin-6-yl)-5-methoxypyridin-2-yl)-2,2,2-trifluoroethyl)-3-((S)-1,1,1,5,5,5-hexafluoropentan-2-yl)urea